COC1=NC=C(C(=N1)OC)C=1C=C(C=2N(N1)C=CN2)[C@@H]2[C@H](C2)C2=C(C=C(C=C2)OC(F)(F)F)F |r| racemic-6-(2,4-dimethoxypyrimidin-5-yl)-8-((1S,2S)-2-(2-fluoro-4-(trifluoromethoxy)phenyl)cyclopropyl)imidazo[1,2-b]pyridazine